ClC1=C(C(=C(C=C1OC)OC)Cl)C=1C=2N(C3=CC(=NC=C3C1)C=1C(=CC(=C(C1)NC(C=C)=O)N1CC3(C1)CCS(CC3)(=O)=O)OC)C=CN2 N-(5-(4-(2,6-dichloro-3,5-dimethoxyphenyl)imidazo[1,2-a][1,6]naphthyridin-8-yl)-2-(7,7-dioxido-7-thia-2-azaspiro[3.5]nonan-2-yl)-4-methoxyphenyl)acrylamide